FC=1C=C2C=NN(C2=CC1)[C@H]1C[C@H](C1)C(=O)OC Methyl cis-3-(5-fluoroindazol-1-yl)cyclobutanecarboxylate